COC1=NC=NC(=C1C(=O)NC=1SC2=C(N1)C=1C=CC(=CC1OC21CN(C1)C(=O)OC(C)(C)C)C(C)C)OC tert-butyl 2'-(4,6-dimethoxypyrimidine-5-carboxamido)-7'-isopropylspiro[azetidine-3,4'-chromeno[4,3-d]thiazole]-1-carboxylate